2-(3-(2-(benzylthio)ethyl)ureido)-5,6-dihydro-4H-cyclopenta[b]thiophene-3-carboxamide C(C1=CC=CC=C1)SCCNC(NC1=C(C2=C(S1)CCC2)C(=O)N)=O